FC=1C(=CC=C2C=CC=NC12)B(O)O 8-FLUOROQUINOLINE-7-BORONIC ACID